(4S)-4-(2,3-dichloro-6-[[2-(trimethylsilyl)ethoxy]methoxy]phenyl)-1-[(2R)-2-hydroxypropyl]pyrrolidin-2-one ClC1=C(C(=CC=C1Cl)OCOCC[Si](C)(C)C)[C@@H]1CC(N(C1)C[C@@H](C)O)=O